(3-(5-(1-(3,5-Dichloropyridin-4-yl)ethoxy)-1H-indazol-3-yl)phenyl)(imino)(methyl)-λ6-sulfanone Benzyl-(7-fluoro-1-hydroxy-1,3-dihydrobenzo[c][1,2]oxaborole-6-carbonyl)-L-valinate C(C1=CC=CC=C1)N([C@@H](C(C)C)C(=O)O)C(=O)C=1C=CC2=C(B(OC2)O)C1F.ClC=1C=NC=C(C1C(C)OC=1C=C2C(=NNC2=CC1)C=1C=C(C=CC1)S(=O)(C)=N)Cl